3-iodo-1H-pyrrolo[2,3-d]pyridazine IC1=CNC2=CN=NC=C21